((3-((3-(pyridin-4-ylamino)propanoyl)oxy) propyl)azanediyl)bis(hexane-6,1-diyl)bis(2-hexyldecanoate) N1=CC=C(C=C1)NCCC(=O)OCCCN(CCCCCCC(C(=O)[O-])(CCCCCCCC)CCCCCC)CCCCCCC(C(=O)[O-])(CCCCCCCC)CCCCCC